2-((1-ethyl-1H-pyrazol-4-yl)amino)-4-((2-ethylbenzyl)amino)pyrimidin trans-1,2-Dimethyl-cyclopropane-carboxylate C[C@@]1([C@@H](C1)C)C(=O)O.C(C)N1N=CC(=C1)NC1=NC=CC(=N1)NCC1=C(C=CC=C1)CC